Cl.NC(C(=O)NC)CC(C)C 2-amino-N,4-dimethylpentanamide hydrochloride